9a,4a-(epiminoethano)pyrido[3,4-b]indole C1=NC=CC23C1(NC1=CC=CC=C21)NCC3